8-Oxa-2-aza-spiro[4.5]decane-2-carboxylic acid [4-methoxy-7-(6-oxo-1,6-dihydro-pyridin-3-yl)-thiazolo[4,5-c]pyridin-2-yl]-amide COC1=NC=C(C2=C1N=C(S2)NC(=O)N2CC1(CC2)CCOCC1)C1=CNC(C=C1)=O